2-(3'-(4,6-diphenyl-1,3,5-triazin-2-yl)-[1,1'-biphenyl]-3-yl)-4-phenylbenzo[4,5]thieno[3,2-d]pyrimidine C1(=CC=CC=C1)C1=NC(=NC(=N1)C1=CC=CC=C1)C=1C=C(C=CC1)C1=CC(=CC=C1)C=1N=C(C2=C(N1)C1=C(S2)C=CC=C1)C1=CC=CC=C1